C(=O)O.CN1CCN(CC1)C1=CC=CC(=N1)C1=NNC2=CC=CC=C12 3-[6-(4-methylpiperazin-1-yl)pyridin-2-yl]-1H-indazole formate